N-(8-(4-fluoro-3-hydroxyphenyl)-2-(oxetan-3-ylamino)pyrido[4,3-d]pyrimidin-5-yl)benzamide FC1=C(C=C(C=C1)C1=CN=C(C2=C1N=C(N=C2)NC2COC2)NC(C2=CC=CC=C2)=O)O